N-(5-cyano-3-cyclobutylpyrazolo[1,5-a]pyridin-2-yl)-3-hydroxy-3-methylbutanamide C(#N)C1=CC=2N(C=C1)N=C(C2C2CCC2)NC(CC(C)(C)O)=O